C1(CC1)CC=1C=C(C(=C(C1)[C@H](C(=O)O)N1C[C@@H](CC1)N(CCCCCC1=NC=2NCCCC2C=C1)C)OC)F (R)-2-(5-(cyclopropylmethyl)-3-fluoro-2-methoxyphenyl)-2-((R)-3-(methyl(5-(5,6,7,8-tetrahydro-1,8-naphthyridin-2-yl)pentyl)amino)pyrrolidin-1-yl)acetic acid